C1=[N+](C2=NC=NC(=C2N1)N)[C@H]3[C@@H]([C@@H]([C@H](O3)COP(=O)(O)O)O)O The molecule is an organic cation that is the conjugate acid of adenosine 5'-monophosphate (AMP) obtained by selective protonation at position N1 on the purine moiety. It has a role as a fundamental metabolite. It is a conjugate acid of an adenosine 5'-monophosphate.